methyl-6-(1-(4-fluorobenzamido)ethyl)-3,4-dihydro-1,5-naphthyridin-1(2H)-carboxylat COC(=O)N1CCCC2=NC(=CC=C12)C(C)NC(C1=CC=C(C=C1)F)=O